2-(4-[5-[(2,3-dihydro-1H-inden-2-yl)amino]pyrazin-2-yl]-1H-pyrazol-1-yl)-1-{1H,4H,5H,6H,7H-[1,2,3]triazolo[4,5-c]pyridin-5-yl}ethan-1-one C1C(CC2=CC=CC=C12)NC=1N=CC(=NC1)C=1C=NN(C1)CC(=O)N1CC2=C(CC1)NN=N2